C(\C=C/C(=O)O)(=O)O.C(\C=C/C(=O)O)(=O)O.CN1C(C=CC=C1)C=CC(=O)N 3-(1-methylpyridin-2-yl)acrylamide dimaleate